CC1=NC(=CC(=N1)NC1=NN2C(C=C(C=C2)C2=CC(=NC=C2OC[C@@H]2N(CC2)C)C(F)(F)F)=C1)C N-(2,6-dimethylpyrimidin-4-yl)-5-[5-[[(2R)-1-methylazetidin-2-yl]methoxy]-2-(trifluoromethyl)-4-pyridyl]pyrazolo[1,5-a]pyridin-2-amine